(1R,2S,5S)-N-(cyano(isoquinolin-4-yl)methyl)-3-((S)-2-((4-(dimethylamino)phenyl)sulfonamido)-3,3-dimethylbutyryl)-6,6-dimethyl-3-azabicyclo[3.1.0]hexane-2-carboxamide C(#N)C(NC(=O)[C@@H]1[C@H]2C([C@H]2CN1C([C@H](C(C)(C)C)NS(=O)(=O)C1=CC=C(C=C1)N(C)C)=O)(C)C)C1=CN=CC2=CC=CC=C12